[N+](=O)([O-])C=1C=C(C=CC1)C=1C=CC(NN1)=O 6-(3-nitrophenyl)pyridazin-3-one